O[C@@H](CN1C[C@H]2[C@@](C1)(C[C@@H](C2)OC2=CC=CC=C2)O)C2=NC=C(C=C2)O (3aR,5R,6aS)-2-((S)-2-hydroxy-2-(5-hydroxypyridin-2-yl)ethyl)-5-phenoxyhexahydrocyclopenta[c]pyrrol-3a(1H)-ol